O.ClC1=C(C(=O)N2COC3=C(C2)C=CC=C3C3=CC(=C(C(=O)O)C=C3F)N3C2COCC3CC2)C(=CC(=C1)N1CC2(C1)OCC(CO2)(C)C)Cl 4-[3-[2,6-Dichloro-4-(7,7-dimethyl-5,9-dioxa-2-azaspiro[3.5]nonan-2-yl)benzoyl]-2,4-dihydro-1,3-benzoxazin-8-yl]-5-fluoro-2-(3-oxa-8-azabicyclo[3.2.1]oct-8-yl)benzoic acid hydrate